P1CCC2=CC=CC=C12 phosphindoline